COC1=CC=C(C=C1)S(=O)CCC(=O)OC(C)(C)C tert-butyl 3-(methoxybenzene-4-sulfinyl)-propionate